ClC1=C(C=C(C=C1)F)C1=C2C(=C3CN(C(C3=C1)=O)CC1=CC=C(C=C1)OC)N=C(O2)C2=CC(=CC(=C2)C(F)(F)F)F (2-chloro-5-fluorophenyl)-2-(3-fluoro-5-(trifluoromethyl)phenyl)-7-(4-methoxybenzyl)-7,8-dihydro-6H-oxazolo[4,5-e]isoindol-6-one